FC=1C(=CC=2C=3C=C4C(=C(C3N(C2C1)C)C)C=CN=C4C#N)F 8,9-difluoro-5,6-dimethyl-6H-pyrido[4,3-b]carbazole-1-carbonitrile